ClC1=CC(=C(C(=C1)C)NC(=O)C=1N(N=C(C1)C(F)(F)F)C1=NC=CC=C1Cl)C(NS(C(C)C)C(C)C)=O N-[4-chloro-2-[(di-2-propyl-λ4-sulfanyl)carbamoyl]-6-methyl-phenyl]-2-(3-chloro-2-pyridinyl)-5-(trifluoromethyl)pyrazole-3-carboxamide